Phenyl (1,2,3,5,6,7-hexahydrodicyclopenta[b,e]pyridin-8-yl)carbamate C1CCC2=NC3=C(C(=C21)NC(OC2=CC=CC=C2)=O)CCC3